5-benzyl-3a-hydroxy-6,6a-dihydro-4H-pyrrolo[3,4-c]pyrrole-1,3-dione C(C1=CC=CC=C1)N1CC2C(C1)(C(NC2=O)=O)O